Hexadecyl ((S)-(((2R,3S,5R)-5-(6-amino-2-fluoro-9H-purin-9-yl)-2-ethynyl-3-hydroxytetrahydrofuran-2-yl) methoxy)(phenoxy)phosphoryl)-L-alaninate NC1=C2N=CN(C2=NC(=N1)F)[C@H]1C[C@@H]([C@@](O1)(C#C)CO[P@](=O)(OC1=CC=CC=C1)N[C@@H](C)C(=O)OCCCCCCCCCCCCCCCC)O